1-(4-fluorobenzyl)-3-(1-methyl-1H-pyrazol-5-yl)-4,5,6,7-tetrahydro-1H-indol-4-ol FC1=CC=C(CN2C=C(C=3C(CCCC23)O)C2=CC=NN2C)C=C1